Methyl 3-methoxy-5-((5-(4-(trifluoromethyl)phenyl)oxazol-2-yl)amino)picolinate COC=1C(=NC=C(C1)NC=1OC(=CN1)C1=CC=C(C=C1)C(F)(F)F)C(=O)OC